FC=1C=NC=CC1CC=1N=CN(C1)COCC[Si](C)(C)C 3-fluoro-4-((1-((2-(trimethylsilyl)ethoxy)methyl)imidazol-4-yl)methyl)pyridine